2-amino-5-[7-(cyclobutylsulfonyl)-2-[(1S)-1-cyclopropylethyl]-1-oxo-2,3-dihydro-1H-isoindol-5-yl]-N-cyclopropylpyrazolo[1,5-a]pyrimidine-3-carboxamide NC1=NN2C(N=C(C=C2)C=2C=C3CN(C(C3=C(C2)S(=O)(=O)C2CCC2)=O)[C@@H](C)C2CC2)=C1C(=O)NC1CC1